4-(3,5-difluoropyridin-2-yl)-N-(6-hydroxypyridazin-3-yl)piperazine-1-carboxamide FC=1C(=NC=C(C1)F)N1CCN(CC1)C(=O)NC=1N=NC(=CC1)O